C(#N)C(C(=O)OCCOC)=C 2-Methoxyethyl Cyanoacrylate